CN(CC)C N,N-dimethylethan-1-amin